CC(=CCC/C(=C/CSC1=NC(=O)C(=CN1[C@H]2[C@@H]([C@@H]([C@H](O2)CO)O)O)CNC)/C)C 5-methylaminomethyl-2-geranylthiouridine